(2-(furan-3-yl)phenyl)diphenylphosphine O1C=C(C=C1)C1=C(C=CC=C1)P(C1=CC=CC=C1)C1=CC=CC=C1